C12OCC(CC1)(CC2)CO[C@@H]([C@@H](C(N2CCC(CC2)C=2SC=CN2)=O)NC(=O)[C@@H]2CN(CC21CNC1)C(=O)C1=CN=CS1)C (S)-N-((2S,3R)-3-((2-oxabicyclo[2.2.2]octan-4-yl)methoxy)-1-oxo-1-(4-(thiazol-2-yl)piperidin-1-yl)butan-2-yl)-6-(thiazole-5-carbonyl)-2,6-diazaspiro[3.4]octane-8-carboxamide